C(CCCCCCC\C=C/CC)O (9Z)-9-dodecenol